N[C@@H]1[C@H](CCCC1)NC1=NC(=C2N=CN(C2=N1)C(C)C)NC1=CC(=CC=C1)Cl N2-((1S,2S)-2-aminocyclohexyl)-N6-(3-chlorophenyl)-9-isopropyl-9H-purine-2,6-diamine